(3-amino-4-(4-bromophenyl)-1H-pyrazolo[4,3-c]pyridin-6-yl)benzoic acid NC1=NNC2=C1C(=NC(=C2)C2=C(C(=O)O)C=CC=C2)C2=CC=C(C=C2)Br